terbium cadmium neodymium aluminum [Al].[Nd].[Cd].[Tb]